C(CCCCCCCC)OC=1C2=CC=CC=C2C(=C2C=CC=CC12)OCCCCCCCCC 9,10-dinonyloxyanthracene